NN1C=N[N+](=C1)CCCC 4-amino-1-butyl-1,2,4-triazolium